1-{2-[4-(2-{[3-chloro-5-(1,2,4-oxadiazol-3-yl)phenyl]amino}ethyl)phenyl]ethyl}-2-(hydroxymethyl)piperidine-3,4,5-triol ClC=1C=C(C=C(C1)C1=NOC=N1)NCCC1=CC=C(C=C1)CCN1C(C(C(C(C1)O)O)O)CO